(2,5-Difluorobenzyl)hydrazine hydrochloride Cl.FC1=C(CNN)C=C(C=C1)F